C(#N)C=1C(=NC(=C(C1CC)C#N)N1CC(N(CC1)C)=O)SC(C(=O)N)C1=CC=NC=C1 2-{[3,5-dicyano-4-ethyl-6-(4-methyl-3-oxopiperazin-1-yl)pyridin-2-yl]sulfanyl}-2-(pyridin-4-yl)acetamide